BrC=1SC2=C(N1)OC(C=1C=C(C=CC12)Cl)C 2-Bromo-7-chloro-5-methyl-5H-isochromeno[3,4-d]thiazole